O1C2=C(OCC1)C=C(C=C2)NC2=NC=C(C(=N2)N2C=C(C=C2)C(=O)NC(CO)C2=CC=CC=C2)C 1-(2-((2,3-dihydro-benzo[b][1,4]dioxin-6-yl)-amino)-5-methyl-pyrimidin-4-yl)-N-(2-hydroxy-1-phenylethyl)-1H-pyrrole-3-carboxamide